C1(CC1)C(=O)NC=1C(=CC(=C(C1)NC(=O)C=1C=NN2C1C=CC=C2)C)F N-[5-(cyclopropanecarbonylamino)-4-fluoro-2-methylphenyl]pyrazolo[1,5-a]pyridine-3-carboxamide